BrC=1N=C(OC1C(=O)N1[C@@H](C2=C(CC1)NC=N2)C=2OC1=C(N2)C=CC(=C1)C)C(C)(C)O (S)-(4-bromo-2-(2-hydroxypropan-2-yl)oxazol-5-yl)(4-(6-methylbenzo[d]oxazol-2-yl)-6,7-dihydro-1H-imidazo[4,5-c]pyridin-5(4H)-yl)methanone